tert-Butyl 4-[2-(6,8-dimethylimidazo[1,2-a]pyrazin-2-yl)thiazolo[5,4-d]thiazol-5-yl]-3,6-dihydro-2H-pyridine-1-carboxylate CC=1N=C(C=2N(C1)C=C(N2)C=2SC=1N=C(SC1N2)C=2CCN(CC2)C(=O)OC(C)(C)C)C